CC1=CC2=C(C=C1N)N(C3=NC(=O)NC(=O)C3=N2)C[C@@H]([C@@H]([C@@H](COP(=O)(O)O)O)O)O The molecule is a flavin mononucleotide that is 8-amino-8-demethylriboflavin in which the hydroxy hydrogen at position 5' of the ribitol fragment has been replaced by a phosphono group. It is a flavin mononucleotide and a ribitol phosphate. It derives from an 8-amino-8-demethylriboflavin. It is a conjugate acid of an 8-amino-8-demethylriboflavin 5'-phosphate(3-).